linolealdehyde C(CCCCCCC\C=C/C\C=C/CCCCC)=O